2-amino-3-(((tert-butyldimethylsilyl)oxy)methyl)-N-(2-(oxetane-3-yl)ethyl)-N-(6-(trifluoromethyl)-2,3-dihydrobenzofuran-3-yl)quinoline-6-carboxamide NC1=NC2=CC=C(C=C2C=C1CO[Si](C)(C)C(C)(C)C)C(=O)N(C1COC2=C1C=CC(=C2)C(F)(F)F)CCC2COC2